FC(C=1C=C(C=C(C1)C(F)(F)F)NC1=NN=C2N1C=CC=C2)(F)F N-(3,5-bis(trifluoromethyl)phenyl)-[1,2,4]triazolo[4,3-a]pyridin-3-amine